C(C)(C)(C)OC(=O)N[C@@H](CO)C1=CC=C(C=C1)C1=C(N=CS1)C(=O)OC methyl 5-(4-{(1R)-1-[(tert-butoxycarbonyl)amino]-2-hydroxyethyl}phenyl)-1,3-thiazole-4-carboxylate